(±)-(1R,2S)-2-methyl-4-oxocyclopentane-1-carboxylic acid ethyl ester C(C)OC(=O)[C@H]1[C@H](CC(C1)=O)C |r|